(((2R,7aS)-2-fluorotetrahydro-1H-pyrrolizine-7a(5H)-yl)methoxy)-4a,8a-dihydro-1,6-naphthyridine-3-acetonitrile F[C@@H]1C[C@@]2(CCCN2C1)COC1=NC2C=CN=CC2C=C1CC#N